CC1=C2NC=C(C[C@H](N)C(=O)O)C2=CC=C1 L-7-methyltryptophane